C(CCC(=O)C)(=O)OCC=CC1=CC=CC=C1 cinnamyl levulinate